C(N)(O[C@@H]1CN2CCC1CC2)=O (S)-quinuclidin-3-yl carbamate